COC1=CC=C(C=C1)N1N=C(C2=C1CCOC2)C(=O)N2CCN(CCC2)C [1-(4-methoxyphenyl)-1,4,6,7-tetrahydropyrano[4,3-c]pyrazol-3-yl]-(4-methyl-1,4-diazepan-1-yl)methanone